5-butyl-2,2-dimethyl-1,5,10,10a-tetrahydropyrrolo[1,2-b]cinnolin-3(2H)-one C(CCC)N1N2C(CC=3C=CC=CC13)CC(C2=O)(C)C